methyl (3R,4R)-4-((tert-butoxycarbonyl) amino)-3-hydroxycyclopent-1-ene-1-carboxylate C(C)(C)(C)OC(=O)N[C@H]1[C@@H](C=C(C1)C(=O)OC)O